6-(1H-imidazol-1-yl)-3-methyl-N-(pyridin-3-yl)pyridineamide N1(C=NC=C1)C1=CC=C(C(=N1)C(=O)NC=1C=NC=CC1)C